2-bromo-1,4-bis(α-hydroxyisopropyl)benzene BrC1=C(C=CC(=C1)C(C)(C)O)C(C)(C)O